O1S(PC=C1)=S (oxathiaphosphole) 2-sulfide